C(C)(C)[C@@H]1N=C(OC1)C1=C(C(=CC=C1)OC)NS(=O)(=O)C (S)-N-(2-(4-isopropyl-4,5-dihydrooxazol-2-yl)-6-methoxyphenyl)methanesulfonamide